(3R)-N-((1R)-2-((3-fluoro-4-(trimethylsilyl)phenyl)amino)-1-(4-(methoxymethyl)phenyl)-2-oxoethyl)-3-hydroxypyrrolidine-1-carboxamide FC=1C=C(C=CC1[Si](C)(C)C)NC([C@@H](C1=CC=C(C=C1)COC)NC(=O)N1C[C@@H](CC1)O)=O